C(#N)C=1C(=C(NC2=C(C=NC(=C2)NC(=O)C2CC2)C(=O)N)C=CC1)OC 4-(3-Cyano-2-methoxy-anilino)-6-(cyclopropanecarboxamido)pyridine-3-carboxamide